C[C@@H]1N(CCOC1)CC(=O)NC=1N=CC2=CC=C(C=C2C1)C1=CN=CS1 (S)-2-(3-methylmorpholinyl)-N-(6-(thiazol-5-yl)isoquinolin-3-yl)acetamide